N-(cyclopropylsulfonyl)-4-((4,4-difluorocyclohexyl)methoxy)-3-fluorobenzamide C1(CC1)S(=O)(=O)NC(C1=CC(=C(C=C1)OCC1CCC(CC1)(F)F)F)=O